2-[(propan-2-yl)oxy]benzene-1-sulfonamide CC(C)OC1=C(C=CC=C1)S(=O)(=O)N